C(C=CC=CCCCCCCCCCCCCC)(=O)O 10E,12Z-Octadecadi-enoic acid